CC1=C(CN2CCCC23CCN(CC3)C(=O)OC(C(F)(F)F)C(F)(F)F)C=CC=C1N1CCCC1 1,1,1,3,3,3-hexafluoropropan-2-yl 1-(2-methyl-3-(pyrrolidin-1-yl) benzyl)-1,8-diazaspiro[4.5]decane-8-carboxylate